N(=[N+]=[N-])CCOOC(=O)C(CCC[C@H](N)C(=O)O)N 6-[(2-azidoethoxy)carboxy]-L-lysine